The molecule is a pentacyclic triterpenoid that is oleanolic acid substituted by additional hydroxy groups at positions 6 and 23. It has been isolated from Kalopanax pictus. It has a role as a plant metabolite and an anti-inflammatory agent. It is a pentacyclic triterpenoid and a hydroxy monocarboxylic acid. It derives from an oleanolic acid. C[C@]12CC[C@@H]([C@@]([C@@H]1[C@@H](C[C@@]3([C@@H]2CC=C4[C@]3(CC[C@@]5([C@H]4CC(CC5)(C)C)C(=O)O)C)C)O)(C)CO)O